C(C)[C@]1(CCC=2C1=NC(=CC2)N2N(C(C=1C2=NC(=NC1)S(=O)C)=O)CC=C)O 1-[(7R)-7-Ethyl-7-hydroxy-5H,6H-cyclopenta[b]pyridin-2-yl]-6-methanesulfinyl-2-(prop-2-en-1-yl)pyrazolo[3,4-d]pyrimidin-3-one